NCC1=C(N=NC=C1)NC1C(NC(CC1)=O)=O 3-((4-(Aminomethyl)pyridazin-3-yl)amino)piperidine-2,6-dione